(1S,4S)-2,5-diazabicyclo[2.2.1]heptane-2-formic acid [C@@H]12N(C[C@@H](NC1)C2)C(=O)O